NC1=NC=CC=2N1C(=NC2[C@@H]2CN(CC2)CC#CC)C2=CC=C(C(=O)NC1=NC=CC=C1)C=C2 (S)-4-(5-amino-1-(1-(but-2-ynyl)pyrrolidin-3-yl)imidazo[1,5-c]pyrimidin-3-yl)-N-(pyridin-2-yl)benzamide